ClC=1C2=C(N=CN1)N(C=C2)[Si](C(C)C)(C(C)C)C(C)C 4-Chloro-7-(triisopropylsilyl)-7H-pyrrolo[2,3-d]pyrimidine